FC1(CCC(CC1)C1=NC=CC(=C1NC(=O)N1CCC(CC1)OC)C1=C(C=CC(=C1)F)F)F N-(2-(4,4-difluorocyclohexyl)-4-(2,5-difluorophenyl)pyridin-3-yl)-4-methoxypiperidine-1-carboxamide